N-(4-{1-[(2-methyl-1,3-thiazol-4-yl)carbonyl]piperidin-4-yl}butyl)imidazo[1,2-a]pyridine-6-carboxamide CC=1SC=C(N1)C(=O)N1CCC(CC1)CCCCNC(=O)C=1C=CC=2N(C1)C=CN2